C(C=C)(=O)N1CCC(CC1)OC=1C(=NC(=NC1)N)C=1C(=C(C=C(C1)F)NC(C1=C(C=C(C=C1)C1CC1)F)=O)C N-(3-(5-((1-Acryloylpiperidin-4-yl)oxy)-aminopyrimidin-4-yl)-5-fluoro-2-methylphenyl)4-cyclopropyl-2-fluorobenzamide